imidazo[1,2-b]pyridazine-3-carbonitrile N=1C=C(N2N=CC=CC21)C#N